(S)-N-(6-bromo-1-(2-chloro-5-fluorophenyl)-3-oxo-2,3-dihydroimidazolo[1,5-a]Pyridin-8-yl)-3-hydroxy-3-(trifluoromethyl)indole-1-carboxamide BrC=1C=C(C=2N(C1)C(NC2C2=C(C=CC(=C2)F)Cl)=O)NC(=O)N2C[C@@](C1=CC=CC=C21)(C(F)(F)F)O